FC([C@@H]1CN(CC1)N1C(C(=CC=C1)NC(C1=C(C=C(C=C1)NS(=O)(=O)CCO)N1CCC2(CC2)CC1)=O)=O)F (S)-N-(1-(3-(difluoromethyl)pyrrolidin-1-yl)-2-oxo-1,2-dihydropyridin-3-yl)-4-((2-hydroxyethyl)sulfonamido)-2-(6-azaspiro[2.5]octan-6-yl)benzamide